O1C(NC2=C1C=CC(=C2)C2(NC(=NC=C2C)NC=2C=C1CNCC1=CC2)N)=O 4-(benzo[d]oxazol-2(3H)-on-5-yl)-N2-(isoindolin-5-yl)-5-methylpyrimidine-2,4-diamine